FC=1C(=CC(=NC1)NC(C=C)=O)NC1=NC(=NC=C1C1=CC=C(C=C1)C(F)(F)F)NC=1C=NN(C1)C N-(5-fluoro-4-((2-((1-methyl-1H-pyrazol-4-yl)amino)-5-(4-(trifluoromethyl)phenyl)pyrimidin-4-yl)amino)pyridin-2-yl)acrylamide